C(C)OC(=O)C=1NC=CC1NCC=1C=C2CN(CC2=CC1)C(=O)OC(C)(C)C tert-butyl 5-(((2-(ethoxycarbonyl)-1H-pyrrol-3-yl)amino)methyl)isoindoline-2-carboxylate